methyl 5-vinyl-2-propoxypyridine-4-carboxylate C(=C)C=1C(=CC(=NC1)OCCC)C(=O)OC